O1[C@@H](CC1)CN1C(=NC2=C1C=C(C=C2)C(=O)O)CN2CCC(CC2)C2=NC(=CC=C2)OCC=2SC=C(C2)C(F)(F)F (S)-1-(oxetan-2-ylmethyl)-2-((4-(6-((4-(trifluoromethyl)thiophen-2-yl)methoxy)pyridin-2-yl)piperidin-1-yl)methyl)-1H-benzo[d]imidazole-6-carboxylic acid